(S)-40-amino-1-azido-37-oxo-3,6,9,12,15,18,21,24,27,30,33-undecaoxa-36-azahentetracontan-41-oic acid N[C@@H](CCC(NCCOCCOCCOCCOCCOCCOCCOCCOCCOCCOCCOCCN=[N+]=[N-])=O)C(=O)O